(1S,2S)-N-(6-(5-chloro-6-fluoro-7-((tetrahydrofuran-3-yl)amino)-1H-indazol-4-yl)imidazo[1,2-a]pyrazin-2-yl)-2-fluorocyclopropane-1-carboxamide ClC=1C(=C2C=NNC2=C(C1F)NC1COCC1)C=1N=CC=2N(C1)C=C(N2)NC(=O)[C@H]2[C@H](C2)F